[I].[Pb] lead-iodine salt